FC=1C=C2C(=C(NC2=C(C1)F)C1=CC=C(C=C1)F)C(CC(=O)O)C 3-[5,7-Difluoro-2-(4-fluorophenyl)-1H-indol-3-yl]butyric acid